FC1=CC=C(C=C1)CCNC(C1=CC(=C(C=C1)N1C(SCC1=O)C1=CC=C(C=C1)F)C)=O N-[2-(4-Fluorophenyl)ethyl]-4-[2-(4-fluorophenyl)-4-oxo-1,3-thiazolidin-3-yl]-3-methylbenzamide